CC(C#C)(C#CC(CC)(OOC(C)(C)C)C)OOC(C)(C)C 3,6-dimethyl-3,6-di(tert-butyl-peroxy)octadiyne